[Na].C(CCCCCCCCCCC)(=O)N(CCC(=O)O)C Lauroylmethyl-β-Alanin Sodium